CC=CC1=C(C=CC=C1C)C methyl-2,6-DIMETHYLSTYRENE